CC=1C(=C(C=CC1)C1=CC=CC=C1)N(C1=C(C(=CC=2C3=CC=CC=C3CC12)C1=CC=CC=C1)C1=CC=CC=C1)C1=C(C=CC=C1)C1=CC=CC=2OC3=C(C21)C=CC=C3 (methylbiphenylyl)(dibenzofuranylphenyl)(diphenylfluorenyl)amine